N1(CCCC1)CC1=C(C=C(N)C=C1)C(F)(F)F 4-(pyrrolidin-1-ylmethyl)-3-(trifluoromethyl)aniline